6-(4-((3',5'-difluoro-[1,1'-biphenyl]-4-yl)methyl)-2,5-dimethylthiophene-3-carboxamido)spiro[3.3]heptane-2-carboxylic acid FC=1C=C(C=C(C1)F)C1=CC=C(C=C1)CC=1C(=C(SC1C)C)C(=O)NC1CC2(CC(C2)C(=O)O)C1